3,5-Dimethyl-benzoic acid N-(1-ethyl-2,2-dimethylpropyl)-N'-(2-methyl-3-methoxy-benzoyl)-hydrazide C(C)C(C(C)(C)C)N(NC(C1=C(C(=CC=C1)OC)C)=O)C(C1=CC(=CC(=C1)C)C)=O